diacetyl-triphenylphosphine ruthenium [Ru].C(C)(=O)C=1C(=C(C=CC1)P(C1=CC=CC=C1)C1=CC=CC=C1)C(C)=O